(S)-1-(1-acryloylpyrrolidin-3-yl)-4-amino-3-((2,6-difluoro-3,5-dimethoxyphenyl)ethynyl)-N-propyl-1H-pyrazolo[4,3-c]pyridine-7-carboxamide C(C=C)(=O)N1C[C@H](CC1)N1N=C(C=2C(=NC=C(C21)C(=O)NCCC)N)C#CC2=C(C(=CC(=C2F)OC)OC)F